ethyl (Z)-2-indolin-1-yl-3-[(4-methyl-5-oxo-2H-furan-2-yl)oxy]prop-2-enoate N1(CCC2=CC=CC=C12)\C(\C(=O)OCC)=C/OC1OC(C(=C1)C)=O